N-Fmoc-glutamic acid-1-t-butyl ester C(C)(C)(C)OC([C@@H](NC(=O)OCC1C2=CC=CC=C2C2=CC=CC=C12)CCC(=O)O)=O